1-(ethylamino)hexane-1,1,2,3,4,5,6-hepta-ol ETHYLMETHYLTHIOPROPIONATE C(C)C(C(=S)O)(C)C.C(C)NC(C(C(C(C(CO)O)O)O)O)(O)O